C(C)(C)N1C(=NC2=C1C=CC(=C2)C2=NC(=NO2)C=2C=CC(=NC2)C(=O)OC(C)(C)C)C(F)(F)F tert-butyl 5-(5-(1-isopropyl-2-(trifluoromethyl)-1H-benzo[d]imidazol-5-yl)-1,2,4-oxadiazol-3-yl)picolinate